7-FLUORO-4-METHOXY-1H-INDOLE-2-CARBALDEHYDE FC=1C=CC(=C2C=C(NC12)C=O)OC